CN(CCC1=C(NC2=CC=CC=C12)C(F)(F)F)C 3-[2-(dimethylamino)ethyl]-2-trifluoromethyl-1H-indole